C1(=CC=CC=2C3=CC=CC=C3CC12)COC(=O)N(CC(=O)O)CC1=C(C=C(C=C1OC)OC)OC N-fluorenylmethyloxycarbonyl-N-(2,4,6-trimethoxybenzyl)glycine